C(#N)C=1C2=C(SC1NC(=O)OC(C)(C)C)C(=CC=C2B2OCC(CO2)(C)C)F 2-methylpropan-2-yl {[3-cyano-4-(5,5-dimethyl-1,3,2-dioxaborin-2-yl)-7-fluorobenzo[b]thiophen-2-yl]amino}carboxylate